CC1=CC(=C(N=N1)[S@@](=O)(=NC)C1=CC(=CC=C1)C(F)(F)F)C(=O)O 6-methyl-3-{N-methyl-(R,S)-[3-(trifluoromethyl)phenyl]sulfonimidoyl}pyridazine-4-carboxylic acid